CC(C)(C)[S@](=O)N[C@H](C)C1=NC(=NS1)C1=CC(=NC=C1)C1CC1 (S)-2-methyl-N-[(1R)-1-[3-(2-cyclopropyl-4-pyridyl)-1,2,4-thiadiazol-5-yl]ethyl]propane-2-sulfinamide